Methanesulfonic acid 2-{(5S)-3-[2-(1-{[3,5-bis(difluoromethyl)-1H-pyrazol-1-yl]acetyl}piperidin-4-yl)-1,3-thiazol-4-yl]-4,5-dihydro-1,2-oxazol-5-yl}-3-chlorophenyl ester FC(C1=NN(C(=C1)C(F)F)CC(=O)N1CCC(CC1)C=1SC=C(N1)C1=NO[C@@H](C1)C1=C(C=CC=C1Cl)OS(=O)(=O)C)F